3-(bicyclo[2.2.1]hept-5-en-2-yl)-9-phenyl-9H-carbazole C12C(CC(C=C1)C2)C=2C=CC=1N(C3=CC=CC=C3C1C2)C2=CC=CC=C2